C[C@H]1N(CCOC1)C1=CC(=C2C(=N1)C(=NS2)C2=CC=NN2C2OCCCC2)C(C)(C)S(=O)(=O)C (3R)-3-methyl-4-(7-(2-(methylsulfonyl)propan-2-yl)-3-(1-(tetrahydro-2H-pyran-2-yl)-1H-pyrazol-5-yl)isothiazolo[4,5-b]pyridin-5-yl)morpholine